C(\C=C\C(=O)O)(=O)O.FC(CCNCCC[C@H](C(C)C)N1CC2(C1)CN(CC2)C=2N=CN=NC2OC2=C(C(=O)N(C(C)C)CC)C=C(C=C2)F)F (R)-2-((5-(2-(6-((3,3-difluoropropyl)amino)-2-methylhexan-3-yl)-2,6-diazaspiro[3.4]octan-6-yl)-1,2,4-triazin-6-yl)oxy)-N-ethyl-5-fluoro-N-isopropylbenzamide fumarate